(1s,4s)-4-(5-chloro-4-((4-(2-methoxyethoxy)-5-(trifluoromethyl)pyrimidin-2-yl)amino)-1H-pyrazol-1-yl)-1-(ethylimino)hexahydro-1λ6-thiopyran 1-oxide ClC1=C(C=NN1C1CCS(CC1)(=NCC)=O)NC1=NC=C(C(=N1)OCCOC)C(F)(F)F